NC1=C(N2N(CC(C2)O)C1=O)N 2,3-diamino-6-hydroxy-6,7-dihydro-1H,5H-pyrazolo[1,2-a]pyrazol-1-one